4-(3-fluorophenyl)-1-(5-(4-(2-(2-methoxyethoxy)-N-methylacetamido)phenyl)-4-(4-(trifluoromethyl)phenyl)thiazol-2-yl)-3-methyl-1H-pyrazole-5-carboxylic acid FC=1C=C(C=CC1)C=1C(=NN(C1C(=O)O)C=1SC(=C(N1)C1=CC=C(C=C1)C(F)(F)F)C1=CC=C(C=C1)N(C(COCCOC)=O)C)C